NC1=NC(=NN2C1=NC=C2CC=2C=C(C(=NC2)N2CCN(CC2)C(CNC)=O)C)O[C@@H](C)CC (S)-1-(4-(5-((4-amino-2-(sec-butoxy)imidazo[2,1-f][1,2,4]triazin-7-yl)methyl)-3-methylpyridin-2-yl)piperazin-1-yl)-2-(methylamino)ethan-1-one